(S)-5-chloro-N-(1-(5-chlorobenzo[d]thiazol-2-yl)ethyl)-3-isopropylpyrazolo[1,5-a]pyrimidin-7-amine ClC1=NC=2N(C(=C1)N[C@@H](C)C=1SC3=C(N1)C=C(C=C3)Cl)N=CC2C(C)C